1-(4-trifluoromethoxyphenyl)-N-methylmethanamine FC(OC1=CC=C(C=C1)CNC)(F)F